3-((S)-3-(((R)-8-((1H-pyrrolo[3,2-B]pyridin-6-yl)sulfonyl)-1-oxa-8-azaspiro[4.5]dec-3-yl)amino)-2-hydroxypropoxy)benzenesulfonamide dihydrochloride Cl.Cl.N1C=CC2=NC=C(C=C21)S(=O)(=O)N2CCC1(C[C@H](CO1)NC[C@@H](COC=1C=C(C=CC1)S(=O)(=O)N)O)CC2